rac-(4aS,10bS)-8-(trifluoromethyl)-2,3,4,4a,6,10b-hexahydro-1H-pyrano[3,2-b:5,4-b']dipyridine hydrochloride Cl.FC(C1=CC=C2C(=N1)CO[C@@H]1[C@H]2NCCC1)(F)F |r|